ClC=1C=C(C=C(C1F)Cl)C(C(NO)=N)(F)F (3,5-dichloro-4-fluorophenyl)-2,2-difluoro-N-hydroxyacetimidamide